N-(4-aminophenyl)-4-amino-1H-pyrazolo[3,4-d]pyrimidine NC1=CC=C(C=C1)N1N=CC=2C1=NC=NC2N